(E)-2-(2,6-diaminohexanamido)ethyl (4-(3,5-dimethoxystyryl)phenyl) carbonate Dihydrochloride Cl.Cl.C(OCCNC(C(CCCCN)N)=O)(OC1=CC=C(C=C1)C=CC1=CC(=CC(=C1)OC)OC)=O